S-3-Oxobutyl-7-mercapto-4-methylcoumarin O=C(CCSC1=CC=C2C(=CC(OC2=C1)=O)C)C